C(C)OC1=C(C=NC(=C1)N1N=CC(=C1)CN1C[C@H](NCC1)C=1C(=C2COC(C2=CC1)=O)C)C#N (R)-4-ethoxy-6-(4-((3-(4-methyl-1-oxo-1,3-dihydroisobenzofuran-5-yl)piperazin-1-yl)methyl)-1H-pyrazol-1-yl)pyridine-3-carbonitrile